2-(4-(((3,4-dimethylthieno[2,3-c:4,5-d']Dipyridazin-8-yl)amino)methyl)phenyl)propan-2-ol CC1=C(C2=C(N=N1)SC1=C2C=NN=C1NCC1=CC=C(C=C1)C(C)(C)O)C